2-(2-chlorophenyl)-N-(3-{[(dimethylamino)methylidene]Sulfamoyl}-4-[5-(trifluoromethoxy)pyridin-3-yl]Phenyl)acetamide ClC1=C(C=CC=C1)CC(=O)NC1=CC(=C(C=C1)C=1C=NC=C(C1)OC(F)(F)F)S(N=CN(C)C)(=O)=O